CC1=NC2=CC=C(C=C2C(N1C1C(NC(CC1)=O)=O)=O)SCC1=CC=C(C=C1)CN1CCOCC1 3-(2-methyl-6-((4-(morpholinomethyl)benzyl)thio)-4-oxoquinazolin-3(4H)-yl)piperidine-2,6-dione